FC1(OC2=C(O1)C=CC(=C2)C2(CC2)C(=O)NC2=CC=C(C(=N2)C2=C(C(=O)O)C=CC=C2)C)F [6-({[1-(2,2-difluoro-1,3-benzodioxol-5-yl)cyclopropyl]carbonyl}amino)-3-methylpyridin-2-yl]benzoic acid